ethyl 7-[bis(tert-butoxycarbonyl)amino]-3-bromo-6-(3-methoxy-2,6-dimethylphenyl)-5-oxo-1,6-naphthyridine-8-carboxylate C(C)(C)(C)OC(=O)N(C=1N(C(C=2C=C(C=NC2C1C(=O)OCC)Br)=O)C1=C(C(=CC=C1C)OC)C)C(=O)OC(C)(C)C